4-(2-(((R)-((S)-7-(4-(oxetan-3-yl)phenyl)-2,3-dihydro-1H-pyrido[2,3-b][1,4]oxazin-3-yl)(phenyl)methyl)amino)ethyl)benzonitrile O1CC(C1)C1=CC=C(C=C1)C1=CC2=C(O[C@@H](CN2)[C@@H](C2=CC=CC=C2)NCCC2=CC=C(C#N)C=C2)N=C1